3-(5-(1'-(2-(4-((4-([1,1'-biphenyl]-3-yl)-5-chloropyrimidin-2-yl)amino)piperidin-1-yl)-2-oxoethyl)-[1,4'-bipiperidin]-4-yl)-1-oxoisoindolin-2-yl)piperidine-2,6-dione C1(=CC(=CC=C1)C1=NC(=NC=C1Cl)NC1CCN(CC1)C(CN1CCC(CC1)N1CCC(CC1)C=1C=C2CN(C(C2=CC1)=O)C1C(NC(CC1)=O)=O)=O)C1=CC=CC=C1